1-cyano-4-(1-methylhydrotelluro-ethyl)benzene C(#N)C1=CC=C(C=C1)C(C[TeH])C